2,5-DIMETHYL-1H-IMIDAZOLE-4-CARBOXALDEHYDE CC=1NC(=C(N1)C=O)C